OCCCN1C(C2=CC=CC=3C2=C(C1=O)C=CC3NCCCO)=O 2-(3-hydroxypropyl)-6-[(3-hydroxypropyl)amino]-1H-benzo[de]isoquinoline-1,3(2H)-dione